3-((3-(benzoyloxy)-4,5-dihydroxybenzoyl)oxy)-4,5-dihydroxybenzoic acid C(C1=CC=CC=C1)(=O)OC=1C=C(C(=O)OC=2C=C(C(=O)O)C=C(C2O)O)C=C(C1O)O